7-Ethyl-1,3-dimethyl-8-(methylsulfonyl)-1H-purin-2,6(3H,7H)-dion C(C)N1C(=NC=2N(C(N(C(C12)=O)C)=O)C)S(=O)(=O)C